2-amino-N-(22-chloro-9-oxo-3,6,13,16-tetraoxa-10-azadocosyl)-3,3-dimethylbutanamide hydrochloride Cl.NC(C(=O)NCCOCCOCCC(NCCOCCOCCCCCCCl)=O)C(C)(C)C